(R)-hydroxy-3(R)-methylpentanoic acid O[C@@H](C(=O)O)[C@@H](CC)C